1-((1S,3S)-3-butyl-1-(4-fluorophenyl)-6-methoxy-3,4-dihydroisoquinolin-2(1H)-yl)prop-2-yn-1-one C(CCC)[C@@H]1N([C@H](C2=CC=C(C=C2C1)OC)C1=CC=C(C=C1)F)C(C#C)=O